C1(=CC=CC=C1)S(=O)(=O)Cl benzene-sulfonyl chloride